CC1(C(O1)CC[C@@H](CC(=O)OCC)C)C ethyl (S)-5-(3,3-dimethyloxiran-2-yl)-3-methylpentanoate